C1(CC1)C1=NSC(=N1)C1=NN=C2N1CCN(C2CCOC)CC2=C(C=C(C=C2)OC)OC 3-cyclopropyl-5-(7-(2,4-dimethoxybenzyl)-8-(2-methoxyethyl)-5,6,7,8-tetrahydro-[1,2,4]triazolo[4,3-a]pyrazin-3-yl)-1,2,4-thiadiazole